O[C@@]1(C(N(CC1)C)=O)C=1SC(=CN1)C1=NC(=CC=C1)C1=NC(=NC=C1)NC1=NN(C=C1)C (S)-3-Hydroxy-1-methyl-3-(5-(6-(2-((1-methyl-1H-pyrazol-3-yl)amino)pyrimidin-4-yl)pyridin-2-yl)thiazol-2-yl)pyrrolidin-2-one